2-chloro-3-(3-(4-(2-(pyridin-3-yl)acetamido)phenoxy)azetidin-1-yl)benzoic acid ClC1=C(C(=O)O)C=CC=C1N1CC(C1)OC1=CC=C(C=C1)NC(CC=1C=NC=CC1)=O